C(#N)C1=CC=C(N[C@H]2CN(CCC2)C(=O)OCCCC)C=C1 butyl (3R)-3-(4-cyanoanilino)piperidine-1-carboxylate